(2S,4R)-1-[(2S)-2-(4-cyclopropyltriazol-1-yl)-3,3-dimethyl-butanoyl]-4-hydroxy-N-[(2-oxo-3,4-dihydro-1H-quinolin-4-yl)methyl]pyrrolidine-2-carboxamide C1(CC1)C=1N=NN(C1)[C@H](C(=O)N1[C@@H](C[C@H](C1)O)C(=O)NCC1CC(NC2=CC=CC=C12)=O)C(C)(C)C